6'-chloro-N-(1-(2,2-difluoroethyl)piperidin-4-yl)-5-((1-methylpiperidin-4-yl)oxy)-[2,3'-bipyridin]-4'-amine ClC1=CC(=C(C=N1)C1=NC=C(C=C1)OC1CCN(CC1)C)NC1CCN(CC1)CC(F)F